FC=1C=C2CC(N(C2=CC1)C(C)=O)CO 1-(5-fluoro-2-(hydroxymethyl)indolin-1-yl)ethan-1-one